C1=CC(=C2C=CC=C3C4=CC=CC=C4C1=C23)C2=CC=C(C=C2)C2=CC(=NC(=C2)C2=NC=CC=C2)C2=NC=CC=C2 4'-(4-(fluoranthen-3-yl)phenyl)-2,2':6',2''-terpyridine